C1(CCC=CCCC1)O cyclooct-4-en-1-ol